3-(hydroxyamino)-3-iminopropionic acid ethyl ester C(C)OC(CC(=N)NO)=O